(3,3-dichloro-2-propen-1-yl)oxylphenoxylpropoxyl-2-methoxy-6-(trifluoromethyl)-pyrimidine ClC(=CCOC=1C(=NC(=NC1C(F)(F)F)OC)OCCCOC1=CC=CC=C1)Cl